2-((2,4-Dimethoxybenzyl)amino)-N-(3-fluoro-5-(1-(4-fluorophenyl)-1H-pyrazol-4-yl)benzyl)-3-nitroisonicotinamide COC1=C(CNC=2C(=C(C(=O)NCC3=CC(=CC(=C3)C=3C=NN(C3)C3=CC=C(C=C3)F)F)C=CN2)[N+](=O)[O-])C=CC(=C1)OC